Phenyl (2-cyano-4,6-difluorophenyl)carbamate C(#N)C1=C(C(=CC(=C1)F)F)NC(OC1=CC=CC=C1)=O